ClC=1C(=NC(=NC1)NC1=CC(=CC(=C1)CN1C[C@H](N[C@@H](C1)C)C)C1CC1)C1=CNC2=CC(=CC=C12)C 5-chloro-N-(3-cyclopropyl-5-(((3R,5R)-3,5-dimethylpiperazin-1-yl)methyl)phenyl)-4-(6-methyl-1H-indol-3-yl)pyrimidin-2-amine